N1-(5-(tert-butyl)-[1,1'-biphenyl]-2-yl)-N3,N3-bis(4-(tert-butyl)phenyl)benzene-1,3-diamine C(C)(C)(C)C=1C=CC(=C(C1)C1=CC=CC=C1)NC1=CC(=CC=C1)N(C1=CC=C(C=C1)C(C)(C)C)C1=CC=C(C=C1)C(C)(C)C